2-[4-[(3S)-3-(2-methoxyethoxy)tetrahydrofuran-3-yl]phenyl]-4,4,5,5-tetramethyl-1,3,2-dioxaborolane COCCO[C@]1(COCC1)C1=CC=C(C=C1)B1OC(C(O1)(C)C)(C)C